2-((1-(2,6-dioxopiperidin-3-yl)-3-methyl-2-oxo-2,3-dihydro-1H-benzo[d]imidazol-4-yl)oxy)acetic acid O=C1NC(CCC1N1C(N(C2=C1C=CC=C2OCC(=O)O)C)=O)=O